1-(1-butyl)-3-methylimidazolium C(CCC)N1C=[N+](C=C1)C